Tert-butyl 9-[3-(2,4-dioxo-1,3-diazinan-1-yl)benzoyl]-3,9-diazaspiro[5.5]undecane-3-carboxylate O=C1N(CCC(N1)=O)C=1C=C(C(=O)N2CCC3(CCN(CC3)C(=O)OC(C)(C)C)CC2)C=CC1